FC(C(=O)N1CCNCC1)(F)F trifluoroacetyl-piperazine